ethyl 6-methyl-4-(1-methyl-2-oxo-5-phenyl-1,2-dihydropyridin-4-yl)-7-oxo-1-tosyl-6,7-dihydro-1H-pyrrolo[2,3-c]pyridine-2-carboxylate CN1C(C2=C(C(=C1)C1=CC(N(C=C1C1=CC=CC=C1)C)=O)C=C(N2S(=O)(=O)C2=CC=C(C)C=C2)C(=O)OCC)=O